ClC=1C(=C(C(=C(C(=O)O)C1)F)C)I 5-Chloro-2-fluoro-4-iodo-3-methyl-benzoic acid